(2-aminoethyl)isonicotinamide NCCC1=C(C(=O)N)C=CN=C1